4-Chloro-2-((furan-2-ylmethyl)amino)-5-(N-methylsulfamoyl)benzamide ClC1=CC(=C(C(=O)N)C=C1S(NC)(=O)=O)NCC=1OC=CC1